O=CC(CCC)OC(C)=O acetic acid 2-oxo-1-propyl-ethyl ester